C(C)OC(=O)[C@@H]1C[C@H](C1)O trans-3-hydroxycyclobutane-1-carboxylic acid ethyl ester